methyl 4-bromo-3-fluorobenzoate BrC1=C(C=C(C(=O)OC)C=C1)F